CC1=C(C[C@H](N)C(=O)O)C(=CC=C1)C 2,6-dimethyl-L-phenylalanine